COC1=C(C=C2C=CN=C(C2=C1)OC[C@@H]1[C@]2(C[C@H]2C(N1)=O)C)C(=O)N 7-methoxy-1-{[(1s,2s,5r)-1-methyl-4-oxo-3-azabicyclo[3.1.0]hex-2-yl]methoxy}isoquinoline-6-carboxamide